(2-Hydroxy-4-hexyloxy-3-methylphenyl)-1,3,5-triazine OC1=C(C=CC(=C1C)OCCCCCC)C1=NC=NC=N1